C\C(=C/CC1=C(C=C(C(=C1O)S(=O)(=O)C)CCCCC)O)\CCC=C(C)C (E)-2-(3,7-dimethylocta-2,6-dien-1-yl)-4-(methylsulfonyl)-5-pentylbenzene-1,3-diol